O1C2=C(OCC1)C(=CC=C2)NC2=NC=1N(C(=C2)NC)N=CC1NC(=O)NC1CS(C1)(=O)=O 1-(5-((2,3-dihydrobenzo[b][1,4]dioxin-5-yl)amino)-7-(methylamino)pyrazolo[1,5-a]pyrimidin-3-yl)-3-(1,1-dioxidothietan-3-yl)urea